4-(5-(5-fluoro-2-methoxypyridin-4-yl)-1H-pyrazole-3-carbonyl)-N-((1r,4R)-4-(2-hydroxyethoxy)-4-(trifluoromethyl)cyclohexyl)-4-azaspiro[2.5]octane-7-carboxamide FC=1C(=CC(=NC1)OC)C1=CC(=NN1)C(=O)N1C2(CC2)CC(CC1)C(=O)NC1CCC(CC1)(C(F)(F)F)OCCO